C(CC)(=O)NC1=C(C=C(C(=O)NCCN(CC)CC)C=C1)Cl 4-propanoylamino-3-chloro-N-[2-(diethylamino)ethyl]benzamide